N1(N=CC=C1)C(C(=O)OCCC(=C(F)F)F)C 3,4,4-trifluorobut-3-en-1-yl 2-(1H-pyrazol-1-yl)propanoate